NC(C)C=1N=C(NC1)CC 1-aminoethyl-2-ethylimidazole